triacontyne C#CCCCCCCCCCCCCCCCCCCCCCCCCCCCC